BrC=1C=CC(=C(C1)C=1N=C2N(C=CC=C2)C1C)Cl 2-(5-bromo-2-chlorophenyl)-3-methylimidazo[1,2-a]pyridine